The molecule is a member of the class of furoic acids that is 2-furoic acid substituted at position 5 by a formyl group. It is a furoic acid, an arenecarbaldehyde and an aldehydic acid. It is a conjugate acid of a 5-formyl-2-furoate. C1=C(OC(=C1)C(=O)O)C=O